C1CCC2=C(C=3CCCC3C=C12)NC(=O)NC(C(=O)OCC)CC1=NC=NC=C1 ethyl 2-{[(1,2,3,5,6,7-hexahydro-s-indacen-4-yl)carbamoyl]amino}-3-(pyrimidin-4-yl)propanoate